4-bromo-5,6-dihydro-2H-pyran-3-carboxylic acid BrC1=C(COCC1)C(=O)O